4-ethyl-3-(N-(2-(pyrimidin-2-yl)-5-(trifluoromethyl)phenyl)sulfamoyl)benzoic Acid C(C)C1=C(C=C(C(=O)O)C=C1)S(NC1=C(C=CC(=C1)C(F)(F)F)C1=NC=CC=N1)(=O)=O